3-(3-(((4-methoxyphenyl)thiocarbamoyl)oxy)azetidin-1-yl)-2-(1H-pyrrol-1-yl)benzoic acid COC1=CC=C(C=C1)NC(=S)OC1CN(C1)C=1C(=C(C(=O)O)C=CC1)N1C=CC=C1